FC(CCN)(C(F)(F)F)F 3,3,4,4,4-pentafluorobutan-1-amine